C(C)(C)(C)OC(=O)N1C(=CC2(CCC(C2)(F)F)CC1)C1=CC=C(C=C1)C(=O)OC (+)-2,2-difluoro-7-(4-(methoxycarbonyl)phenyl)-8-azaspiro[4.5]dec-6-ene-8-carboxylic acid tert-butyl ester